1-{2-methoxy-5-[(piperazin-1-yl)carbonyl]Phenyl}-1,3-diazacyclohexane COC1=C(C=C(C=C1)C(=O)N1CCNCC1)N1CNCCC1